(3S,6R)-6-isopropenyl-3-methyl-9-decenyl acetate C(C)(=O)OCC[C@H](CC[C@@H](CCC=C)C(=C)C)C